ClC1=C(C=CC=C1)CC(=O)NC1=CC2=CN(N=C2C(=C1)S(N)(=O)=O)CC1CC1 2-(2-chlorophenyl)-N-(2-(cyclopropylmethyl)-7-sulfamoyl-2H-indazol-5-yl)acetamide